1-(4-octylphenyl)-N1-phenylbenzene-1,4-diamine C(CCCCCCC)C1=CC=C(C=C1)C1(CC=C(C=C1)N)NC1=CC=CC=C1